C(C)(C)(C)[S@@](=O)NC=1C(=CC2=CC=CC=C2C1)C(=O)O (R)-3-((tert-butylsulfinyl)amino)-2-naphthoic acid